FC(C(F)(F)F)(C(C(F)(F)F)(F)F)N(C(C(F)(F)F)(C(C(F)(F)F)(F)F)F)C(C(F)(F)F)(C(C(F)(F)F)(F)F)F perfluorotri-sec-butyl-amine